C1(CCCC1)OC(=O)N1N=C(C2=CC(=CC=C12)C1=C(C=CC(=C1)C#N)Cl)NC(=O)[C@H]1CN(CCC1)C(=O)OC(C)(C)C 3-({[(3R)-1-(tert-butoxycarbonyl)piperidin-3-yl]carbonyl}amino)-5-(2-chloro-5-cyanophenyl)-1H-indazole-1-carboxylic acid cyclopent-yl ester